(racemic)-4-(3-chloro-4-(9-(5-chloro-2-ethoxybenzyl)-6-(1-methylcyclopropoxy)-9H-purin-8-yl)phenoxy)-2-methylbutanoic acid ClC=1C=C(OCC[C@H](C(=O)O)C)C=CC1C=1N(C2=NC=NC(=C2N1)OC1(CC1)C)CC1=C(C=CC(=C1)Cl)OCC |r|